2,3-dichloro-1-fluoro-4-nitrobenzene ClC1=C(C=CC(=C1Cl)[N+](=O)[O-])F